cyclobutyl-(4-(((3R,6S)-6-methylpiperidin-3-yl)amino)-7H-pyrrolo[2,3-d]pyrimidin-5-yl)methanone C1(CCC1)C(=O)C1=CNC=2N=CN=C(C21)N[C@H]2CN[C@H](CC2)C